O(C1=CC=CC=C1)C=1C=C(CNC2=CC3=C(NC4=CC=CC=C34)C=N2)C=CC1 N-(3-phenoxybenzyl)-9H-pyrido[3,4-b]indole-3-amine